Cl.COC([C@H](CC1=CC=CC=C1)N)=O (2S)-2-amino-3-phenyl-propionic acid methyl ester HCl